CCC(CC)=S 3-pentanethione